(R)-phenyl-n-propyl sulfoxide C1(=CC=CC=C1)[S@](=O)CCC